N-(2,4,6-trimethylphenyl)sulfonyloxy-succinimide CC1=C(C(=CC(=C1)C)C)S(=O)(=O)ON1C(CCC1=O)=O